C[Si](C1=C(C=CC=C1)C=C)(OCCC)C dimethylpropoxy(2-vinylphenyl)silane